O=C(C=CC=CCC=CCC=CCCCC(=O)O)CC=CCC 15-oxoicosa-5,8,11,13,17-pentaenoic acid